CN1N=C(C(=C1)[N+](=O)[O-])OC1CN(C1)C(=O)OC(C)(C)C tert-butyl 3-((1-methyl-4-nitro-1H-pyrazol-3-yl)oxy)azetidine-1-carboxylate